COC(=O)C=1C=C2C=CN=CC2=C2C1OC(C2)C 8-methyl-8,9-dihydrofuro[2,3-h]isoquinoline-6-carboxylic acid methyl ester